2-(4-bromophenyl)-3-cyanomethyl-indazole BrC1=CC=C(C=C1)N1N=C2C=CC=CC2=C1CC#N